N-((2S,3R)-3-hydroxy-1-(((R)-3-methyl-1-((1S,7S)-11-methyl-2,6-dioxo-3,5,9-trioxa-11-aza-4-borabicyclo[5.3.1]undecan-4-yl)butyl)amino)-1-oxobutan-2-yl)-6-phenylpicolinamide O[C@@H]([C@@H](C(=O)N[C@@H](CC(C)C)B1OC([C@@H]2COC[C@@H](C(O1)=O)N2C)=O)NC(C2=NC(=CC=C2)C2=CC=CC=C2)=O)C